2-imidazo[2,1-b]thiazol-6-ylacetic acid S1C=2N(C=C1)C=C(N2)CC(=O)O